i-butanone C(C(C)C)=O